FC1=CC=C(C=C1)NC=1C=C2C=NNC2=CC1C#CC1CCOCC1 N-(4-fluorophenyl)-6-(2-tetrahydropyran-4-ylethynyl)-1H-indazol-5-amine